C(C)C1(NNC(C1)(C(=O)[O-])CC)C(=O)[O-] 3,5-diethyl-1H-pyrazole-3,5-dicarboxylate